2-(oxiran-2-ylmethoxy)benzonitrile O1C(C1)COC1=C(C#N)C=CC=C1